diethyl-N-(3-(4,4,5,5-tetramethyl-1,3,2-dioxaborolan-2-yl)benzyl)methanesulfonamide C(C)C(S(=O)(=O)NCC1=CC(=CC=C1)B1OC(C(O1)(C)C)(C)C)CC